ClC=1C=C(C=CC1)C1=NOC(=C1)NC(C(=C)[C@H]1CN(CC1)C#N)=O (R)-N-(3-(3-chlorophenyl)isoxazol-5-yl)-2-((S)-1-cyanopyrrolidin-3-yl)acrylamide